phenyl-phenylsilane C1(=CC=CC=C1)[SiH2]C1=CC=CC=C1